sulfamic acid, chloride S(N)(=O)(=O)Cl